C(C)(C)(C)OC(=O)NC=1C=C(C=CC1)C=1OC=C(N1)C(=O)OCC Ethyl 2-(3-((tert-butoxycarbonyl)amino)phenyl)oxazole-4-carboxylate